BrC=1C=C2C(=NNC(C2=CC1)=O)OC(F)(F)F 6-bromo-4-(trifluoromethoxy)phthalazin-1(2H)-one